(E)-3-(4-Hydroxyphenyl)-1-[4-hydroxy-2-[(2R,3S,4R,5S,6S)-3,4,5-trihydroxy-6-(hydroxymethyl)oxan-2-yl]oxyphenyl]prop-2-en-1-one OC1=CC=C(C=C1)/C=C/C(=O)C1=C(C=C(C=C1)O)O[C@H]1O[C@H]([C@H]([C@H]([C@@H]1O)O)O)CO